propylene phosphate P1(=O)(OCC(C)O1)[O-]